2-(2-oxo-[1,3]-dioxolan-4-ylmethoxycarbonylamino)ethyl methacrylate C(C(=C)C)(=O)OCCNC(=O)OCC1OC(OC1)=O